FC1=C(C(=CC=C1)OCC#C)F 1,2-difluoro-3-(prop-2-yn-1-yloxy)benzene